4-(4-((4-(butylamino)-5-(trifluoromethyl)-7H-pyrrolo[2,3-d]pyrimidin-2-yl)amino)-3-methoxyphenyl)-1-cyclopropyl-1,4-azaphosphinane 4-oxide C(CCC)NC=1C2=C(N=C(N1)NC1=C(C=C(C=C1)P1(CCN(CC1)C1CC1)=O)OC)NC=C2C(F)(F)F